4,4'-methylenebisbenzenamine C(C1=CC=C(C=C1)N)C1=CC=C(C=C1)N